FC(C(=O)O)(F)F.C(C=C)C1CC2(CNC2)C1 6-(prop-2-en-1-yl)-2-azaspiro[3.3]heptane trifluoroacetate